tert-butyl (R)-(1-(5-(3-methoxyprop-1-en-2-yl)-1H-benzo[d]imidazol-2-yl)-2-((1,1,1-trifluoro-2-methylpropan-2-yl)oxy)ethyl)carbamate COCC(=C)C1=CC2=C(NC(=N2)[C@H](COC(C(F)(F)F)(C)C)NC(OC(C)(C)C)=O)C=C1